COC(C1=C(C(=NC(=C1C)C)Br)Br)=O 2,3-dibromo-5,6-dimethylisonicotinic acid methyl ester